FC(C1(CCN(CC1)CCC)O)F (R)-1-(4-(difluoromethyl)-4-hydroxypiperidine-1-yl)propane